2-(p-amino-benzenesulfonylamino)thiazole NC1=CC=C(C=C1)S(=O)(=O)NC=1SC=CN1